ClC1=NC=C(C(=N1)NC1=C(C=CC=C1)COC)CC(F)(F)F 2-chloro-N-(2-(methoxymethyl)phenyl)-5-(trifluoroethyl)pyrimidin-4-amine